FC=1C=C(C(=O)N)C=CC1OCCOC 3-fluoro-4-(2-methoxyethoxy)benzamide